O1N=CC(=C1)C1=CC(=C2C=NNC2=C1)NCCOCCCCNCC=1C=C(C(=O)N)C=C(C1)OC(F)(F)F 3-(((4-(2-((6-(isoxazol-4-yl)-1H-indazol-4-yl)amino)ethoxy)butyl)amino)methyl)-5-(trifluoromethoxy)benzamide